3-(6-(4-((4-(5-fluoro-2-(thiazol-5-yl)pyrimidin-4-yl)piperazin-1-yl)methyl)benzyl)-2-oxobenzo[cd]indol-1(2H)-yl)piperidine-2,6-dione FC=1C(=NC(=NC1)C1=CN=CS1)N1CCN(CC1)CC1=CC=C(CC=2C=3C4=C(C(N(C4=CC2)C2C(NC(CC2)=O)=O)=O)C=CC3)C=C1